(S)-5-cyclopropyl-5-(3-(5-(methylamino)-6-(trifluoromethyl)isoindolin-2-yl)-3-oxopropyl)imidazolidine-2,4-dione C1(CC1)[C@]1(C(NC(N1)=O)=O)CCC(=O)N1CC2=CC(=C(C=C2C1)NC)C(F)(F)F